N-(2-(2-Ethyl-4-oxo-10-(2-oxo-2-((3-(trifluoromethyl)phenyl)amino)ethyl)-4,10-dihydrobenzo[4,5]imidazo[1,2-a]pyrimidin-3-yl)phenyl)acrylamide C(C)C=1N=C2N(C(C1C1=C(C=CC=C1)NC(C=C)=O)=O)C1=C(N2CC(NC2=CC(=CC=C2)C(F)(F)F)=O)C=CC=C1